(3S)-N-methyl-1-(3-pyrimidin-4-yl-1H-pyrrolo[2,3-b]pyridin-4-yl)piperidin-3-amine CN[C@@H]1CN(CCC1)C1=C2C(=NC=C1)NC=C2C2=NC=NC=C2